(1S)-1-(4-((tetrahydrofuran-3-yl)oxy)phenyl)ethylamine hydrochloride Cl.O1CC(CC1)OC1=CC=C(C=C1)[C@H](C)N